C(C(C)(C)C)(=O)OC1=C(C2=C(C(=CCCC2)B2OC(C(O2)(C)C)(C)C)C=C1F)F 2,4-difluoro-9-(4,4,5,5-tetramethyl-1,3,2-dioxaborolan-2-yl)-6,7-dihydro-5H-benzo[7]annulen-3-yl pivalate